ClC1=NC2=CC=CC=C2C(=N1)O 2-chloro-4-hydroxyquinazoline